C1(CC1)[C@H](CNC(=O)C=1NC(C=CN1)=O)CC1=CC(=C(C=C1)F)F (R)-N-(2-cyclopropyl-3-(3,4-difluorophenyl)propyl)-6-oxo-1,6-dihydropyrimidine-2-carboxamide